delta-hydroxy-lysine OC(CC[C@H](N)C(=O)O)CN